FC(C=1C=CC(=NC1)CNC1CCC2=CC=CC=C12)(F)F N-[[5-(trifluoromethyl)-2-pyridyl]methyl]indan-1-amine